dimethyl-1,4-cyclohexanediamine CC1(CCC(CC1)(N)C)N